(R)-3-(2-(4-aminopiperidin-1-yl)pyrimidin-5-yl)-N-((5-fluoro-2-hydroxyphenyl)(1H-indole-2-yl)methyl)-5-methylbenzamide NC1CCN(CC1)C1=NC=C(C=N1)C=1C=C(C(=O)N[C@@H](C=2NC3=CC=CC=C3C2)C2=C(C=CC(=C2)F)O)C=C(C1)C